C(CCNCCNCCNCCNCCC(=O)N)(=O)N 4,7,10,13-tetraazahexadecane-1,16-diamide